ClC=1C=C(C=CC1)C1=C2C(=NN1C)[C@@H]1CCC[C@H](C2)N1C(=O)C=1C=NN(C1C(F)(F)F)C1=CC=CC=C1 ((5R,9S)-3-(3-Chlorophenyl)-2-methyl-4,5,6,7,8,9-hexahydro-2H-5,9-epiminocycloocta[c]pyrazol-10-yl)(1-phenyl-5-(trifluoromethyl)-1H-pyrazol-4-yl)methanone